CC(CCCCCCCC)C#N Decane-2-carbonitrile